OCCC=1C=C(C=CC1)S(=O)(=O)N1CCC(CC1)NC(OC(C)(C)C)=O tert-butyl (1-((3-(2-hydroxyethyl) phenyl) sulfonyl) piperidin-4-yl)-carbamate